((S)-4-(2-(((S)-1-methylpyrrolidin-2-yl)methoxy)-7-(naphthalen-2-ylmethyl)imidazo[2,1-f][1,2,4]triazin-4-yl)piperazin-2-yl)acetonitrile CN1[C@@H](CCC1)COC1=NN2C(C(=N1)N1C[C@@H](NCC1)CC#N)=NC=C2CC2=CC1=CC=CC=C1C=C2